dibromo[2,6-bis[4-(R)-naphthyl-2-oxazolyl]pyridine] cobalt [Co].BrC=1C=C(C(=NC1C=1OC=C(N1)C1=CC=CC2=CC=CC=C12)C=1OC=C(N1)C1=CC=CC2=CC=CC=C12)Br